3-Methyl-pyridine CC=1C=NC=CC1